aluminum-iron sulfate S(=O)(=O)([O-])[O-].[Fe+2].[Al+3]